2-amino-5,6-dimethyl-1-(6-methylquinolin-5-yl)-1H-pyrrolo[2,3-b]pyridine-3-carboxamide NC1=C(C=2C(=NC(=C(C2)C)C)N1C1=C2C=CC=NC2=CC=C1C)C(=O)N